C[C@H]1N([C@@H](CNC1)C)C1=NC=C(C=N1)C#N 2-[(2R,6R)-2,6-dimethylpiperazin-1-yl]pyrimidine-5-carbonitrile